Ethyl (1R,5S,6S,7S)-7-((2-(5-fluoro-1-trityl-1H-pyrazolo[3,4-b]pyridin-3-yl)-7-(methoxymethyl)pyrrolo[2,1-f][1,2,4]triazin-4-yl)amino)tricyclo[3.2.2.02,4]nonane-6-carboxylate FC=1C=C2C(=NC1)N(N=C2C2=NN1C(C(=N2)N[C@@H]2[C@H]([C@@H]3C4CC4[C@H]2CC3)C(=O)OCC)=CC=C1COC)C(C1=CC=CC=C1)(C1=CC=CC=C1)C1=CC=CC=C1